(2R,3R,4R,5R)-2-(Acetoxymethyl)-5-(dec-9-en-1-yloxy)tetrahydrofuran-3,4-diyl Diacetate C(C)(=O)O[C@@H]1[C@H](O[C@H]([C@@H]1OC(C)=O)OCCCCCCCCC=C)COC(C)=O